FC=1C=CC(=C(C1)CC(=O)OC(C)(C)C)NC(C1=CC(=C(C=C1)N1CCCCC1)C(NC1=NN(C2=CC=CC=C12)CC1CCOCC1)=O)=O tert-butyl 2-(5-fluoro-2-(4-(piperidin-1-yl)-3-((1-((tetrahydro-2H-pyran-4-yl)methyl)-1H-indazol-3-yl)carbamoyl) benzamido) phenyl)acetate